methyl butanesulfonate C(CCC)S(=O)(=O)OC